C(C1=CC=CC=C1)OC=1C=C(C(=NC1)C(=O)OC)C(C)(F)F methyl 5-(benzyloxy)-3-(1,1-difluoroethyl)picolinate